N-[5-[2,5-bis(difluoromethoxy)phenyl]-1-[[2-(trimethylsilyl)ethoxy]methyl]-1H-pyrazol-4-yl]pyrazolo[1,5-a]pyrimidine-3-carboxamide FC(OC1=C(C=C(C=C1)OC(F)F)C1=C(C=NN1COCC[Si](C)(C)C)NC(=O)C=1C=NN2C1N=CC=C2)F